tert-butyl (3-(4-(2-(4-hydroxylphenyl)propan-2-yl)phenoxy) propyl)carbamate OC1=CC=C(C=C1)C(C)(C)C1=CC=C(OCCCNC(OC(C)(C)C)=O)C=C1